ClC(C(=O)NC(NC1=C(C(=O)O)C=CN=C1)=O)(Cl)Cl.FC=1C(NC(N(C1)[C@@H]1OC([C@H]([C@@H]1F)OC(C1=CC=CC=C1)(C1=CC=CC=C1)C1=CC=C(C=C1)OC)(CO)CO)=O)=O 5-fluoro-1-[(2R,3S,4R)-3-fluoro-5,5-bis(hydroxymethyl)-4-[(4-methoxyphenyl)diphenylmethoxy]oxolan-2-yl]-3H-pyrimidine-2,4-dione 3-(2,2,2-trichloroacetyl)ureidoisonicotinate